t-butyl peroxyoleate C(CCCCCCC\C=C/CCCCCCCC)(=O)OOC(C)(C)C